O=C1NC2=C(C=C(C=C2C1)C1=CC=C(C=C1)S(=O)(=O)N1CCC(CC1)NC1=NC=C(C=C1)C(F)(F)F)C(=O)O 2-Oxo-5-(4-((4-((5-(trifluoromethyl)pyridin-2-yl)amino)piperidin-1-yl)sulfonyl)phenyl)indoline-7-carboxylic acid